COC(=O)C=1SC(=C(C1C(F)(F)F)N(C(C(=O)OCC)=O)C1=CC=C2C=CN(C2=C1)C1=CC=CC=C1)[N+](=O)[O-] Methyl-4-(2-ethoxy-2-oxo-N-(1-phenyl-1H-indol-6-yl)acetamido)-5-nitro-3-(trifluoromethyl)thiophene-2-carboxylate